2-(4-acetylphenyl)ethynylaniline C(C)(=O)C1=CC=C(C=C1)C#CNC1=CC=CC=C1